ClC=1C=CC2=C(C(C[C@@H](O2)C(=O)NC23CC(C2)(C3)O)=O)C1 (2R)-6-chloro-N-(3-hydroxybicyclo[1.1.1]pentan-1-yl)-4-oxo-3,4-dihydro-2H-1-benzopyran-2-carboxamide